(3S)-3-(4'-cyano-4-fluoro-2',5,6'-trimethyl-[1,1'-biphenyl]-3-yl)-3-(2-(5-(2-(dimethylamino)ethyl)-2-oxo-4-(trifluoromethyl)pyridin-1(2H)-yl)-4-methylpentanamido)propanoic acid C(#N)C1=CC(=C(C(=C1)C)C1=CC(=C(C(=C1)C)F)[C@H](CC(=O)O)NC(C(CC(C)C)N1C(C=C(C(=C1)CCN(C)C)C(F)(F)F)=O)=O)C